O1C=CC=2C1=CC=CC2C#N benzofuran-4-carbonitrile